O=C1NC=CC(C1)=O 2,4-dioxo-1,2,3,4-tetrahydropyridin